C(C)(C)(C)C=1C=C(C=C(C1O)C(C)(C)C)CCC(=O)[O-] 3-(3,5-di-tert-butyl-4-hydroxy-phenyl)-propionat